CC1=C(C=C(C=C1)N1CCN(CC1)C(=O)OC(C)(C)C)C(N[C@H](C)C1=CC(=CC=C1)C=1C=NN(C1)C)=O tert-butyl 4-[4-methyl-3-[[(1R)-1-[3-(1-methylpyrazol-4-yl)phenyl]ethyl]carbamoyl]phenyl]piperazine-1-carboxylate